6-(1-(1-Ethoxyethyl)-1H-pyrazol-4-yl)-2-iodo-5-(piperidin-1-yl)-[1,2,4]triazolo[1,5-a]pyrazine C(C)OC(C)N1N=CC(=C1)C=1N=CC=2N(C1N1CCCCC1)N=C(N2)I